C(C)(C)C1=NNC2=CC(=CC=C12)NC=1C=CC=C2CN(C(C12)=O)CC(=O)O [7-[(3-isopropyl-1H-indazol-6-yl)amino]-1-oxo-isoindolin-2-yl]acetic acid